1-(4-(aminomethyl)-1-oxo-1,2-dihydrophthalazin-6-yl)-N-(4-cyclopropyl-5,6,7,8-tetrahydroquinolin-8-yl)-N-((5-(trifluoromethyl)pyridin-2-yl)methyl)cyclopropane-1-carboxamide NCC1=NNC(C2=CC=C(C=C12)C1(CC1)C(=O)N(CC1=NC=C(C=C1)C(F)(F)F)C1CCCC=2C(=CC=NC12)C1CC1)=O